C(C)N1CCN(CC1)CCCOC1=C(C=C2C(=NC=NC2=C1)NC1=CC(=NC=C1)C1=C(C=CC=C1)F)NC(C=C)=O N-(7-(3-(4-ethylpiperazin-1-yl)propoxy)-4-((2-(2-fluorophenyl)pyridin-4-yl)amino)quinazolin-6-yl)acrylamide